methyl 4-(5-fluoro-3-hydroxypyridin-2-yl)thiophene-2-carboxylate FC=1C=C(C(=NC1)C=1C=C(SC1)C(=O)OC)O